C(C=C)(=O)NC(C(OCNC(C=C)=O)OCNC(C=C)=O)NC(C=C)=O N-[[2,2-bis(prop-2-enoylamino)-1-[(prop-2-enoylamino)methoxy]ethoxy]methyl]prop-2-enamide